Cl.N[C@@H]1CC[C@H](OC1)C(COC1(CCC1)OC(F)(F)F)O 1-((2S,5R)-5-aminotetrahydro-2H-pyran-2-yl)-2-(3-cis-(trifluoromethoxy)cyclobutoxy)ethylAlcohol HCl salt